N-(2-oxo-3,4-dihydro-1H-quinolin-6-yl)-4-[3-(trifluoromethyl)phenyl]thiazole-5-carboxamide O=C1NC2=CC=C(C=C2CC1)NC(=O)C1=C(N=CS1)C1=CC(=CC=C1)C(F)(F)F